N=1C=CN2C1N=CC(=C2)C=2C=CN1N=C(N=CC12)N[C@@H]1CC[C@@H](CC1)N1CCOCC1 5-(imidazo[1,2-a]pyrimidin-6-yl)-N-(cis-4-morpholinocyclohexyl)pyrrolo[2,1-f][1,2,4]triazin-2-amine